N2,N2-Dimethyl-N5-(4-(6-(1,2,3,6-tetrahydropyridin-4-yl)imidazo[1,2-a]pyridin-3-yl)pyrimidin-2-yl)pyridine-2,5-diamine CN(C1=NC=C(C=C1)NC1=NC=CC(=N1)C1=CN=C2N1C=C(C=C2)C=2CCNCC2)C